1-octyl-2,3-dimethylimidazole p-toluenesulfonate CC1=CC=C(C=C1)S(=O)(=O)O.C(CCCCCCC)N1C(N(C=C1)C)C